O1CC(C1)[C@H]1CC[C@H]2[C@@H]3CC[C@@H]4C[C@@](CC[C@@H]4[C@H]3CC[C@]12C)(O)C (3R,5R,8R,9R,10S,13S,14S,17R)-17-(oxetan-3-yl)-3,13-dimethyl-2,4,5,6,7,8,9,10,11,12,14,15,16,17-tetradecahydro-1H-cyclopenta[a]phenanthren-3-ol